1,5-dichlorocycloocta-1,5-diene ClC1=CCCC(=CCC1)Cl